C1(=CC=C2C=CC3=CC=CC4=CC=C1C2=C34)CCOP(O)(O)=O 2-pyrenyl-ethyl-phosphoric acid